2-((2-(isopropyl(methyl)amino)ethyl)(methyl)amino)ethan-1-ol C(C)(C)N(CCN(CCO)C)C